4-(3-carboxypropionylamino)-2-methylpentanoic acid C(=O)(O)CCC(=O)NC(CC(C(=O)O)C)C